N-(6-isopropoxy-2-(piperidin-4-yl)-2H-indazol-5-yl)pyrazolo[1,5-a]pyrimidine-3-carboxamide C(C)(C)OC=1C(=CC2=CN(N=C2C1)C1CCNCC1)NC(=O)C=1C=NN2C1N=CC=C2